COC1=C(C(=CC=C1)OC)N1C(=NC(=C(C1=O)CC1=CC=C(C=C1)N1C(C=CC(=C1)C)=O)O)COC(C)C 3-(2,6-dimethoxyphenyl)-6-hydroxy-5-{[4-(5-methyl-2-oxo-1,2-dihydropyridin-1-yl)phenyl]methyl}-2-[(propan-2-yloxy)methyl]-3,4-dihydropyrimidin-4-one